5-methylimidazoline-2,4-dione CC1C(NC(N1)=O)=O